C(C)(C)(C)C(C1=C(C=CC=C1)C(P)(C(C)(C)C)C(C)(C)C)(P)C(C)(C)C 1,2-bis(di-tert-butyl-phosphinomethyl)benzene